C(C)S(=O)(=O)C1=CC=C(CC2=C(C(=O)N)C=CC(=C2)N2[C@@H](CC(C2)C2=CC=C(C=C2)C(F)(F)F)[C@H](C)O)C=C1 (4-(ethylsulfonyl)benzyl)-4-((2S)-2-((S)-1-hydroxyethyl)-4-(4-(trifluoromethyl)phenyl)pyrrolidin-1-yl)benzamide